N-[[(cyclopropyl-methoxy)amino][6-(difluoromethyloxy)-2,3-difluorophenyl]-methyl]benzeneacetamide C1(CC1)CONC(NC(CC1=CC=CC=C1)=O)C1=C(C(=CC=C1OC(F)F)F)F